(5-(4-amino-5-(2-fluoro-4-phenoxyphenyl)imidazo[5,1-f][1,2,4]triazin-7-yl)tetrahydro-2H-pyran-2-yl)methanol NC1=NC=NN2C1=C(N=C2C2CCC(OC2)CO)C2=C(C=C(C=C2)OC2=CC=CC=C2)F